N-((1-(3-chlorobenzyl)cyclobutyl)methyl)-1-methyl-5-oxo-4,5-dihydro-1H-1,2,4-triazole-3-carboxamide ClC=1C=C(CC2(CCC2)CNC(=O)C2=NN(C(N2)=O)C)C=CC1